BrC(CS(=O)(=O)C1=CC=CC=C1)C1=CC=C(C=C1)C(C)(C)C (1-bromo-2-(benzenesulfonyl)ethyl)-4-tert-butylbenzene